7-ethyl-2-((1s,4s)-4-hydroxycyclohexyl)-8-(naphthalen-1-ylmethyl)-6-oxo-9-(3-(trifluoromethyl)phenyl)-3,4-dihydro-2H,6H-pyrido[1,2-e][1,2,5]thiadiazine-4-carboxylic acid 1,1-dioxide C(C)C1=C(C(=C2N(C(CN(S2(=O)=O)C2CCC(CC2)O)C(=O)O)C1=O)C1=CC(=CC=C1)C(F)(F)F)CC1=CC=CC2=CC=CC=C12